4-((6-(4,4,5,5-tetramethyl-1,3,2-dioxaborolan-2-yl)isoquinolin-3-yl)oxy)cyclohexan-1-one CC1(OB(OC1(C)C)C=1C=C2C=C(N=CC2=CC1)OC1CCC(CC1)=O)C